NC1=NC=2C=C(C(=CC2C2=C1C=NN2C)C(=O)N(CC2=NC=C(C=C2)C#CC=2C=NC=CC2)C2CC2)Cl 4-amino-7-chloro-N-cyclopropyl-1-methyl-N-((5-(pyridin-3-ylethynyl)pyridin-2-yl)methyl)-1H-pyrazolo[4,3-c]quinoline-8-carboxamide